ClC1=CC(=C(C=C1)C1(OC(C2=C(O1)C=CC=C2)C2C1CN(CC21)CC2=NC1=C(N2C[C@H]2OCC2)C=C(C=C1)C(=O)O)C)F 2-((6-(2-(4-chloro-2-fluorophenyl)-2-methylbenzo[d][1,3]dioxan-4-yl)-3-azabicyclo[3.1.0]hexane-3-yl)methyl)-1-(((S)-oxetan-2-yl)methyl)-1H-benzo[d]imidazole-6-carboxylic acid